C(C)(=O)C=1C=C2C(C(C(C2=CC1C)(C)C)C)(C)C 5-acetyl-1,1,2,3,3,6-hexamethylindane